[K+].OC=1C(=CC2=CC=CC=C2C1)C(=O)[O-] 3-hydroxy-2-carboxyl-naphthalene potassium salt